O[C@@H](CNC=1NC(/C(/N1)=C/C1=CC2=C(N=CN2C)C=C1)=O)C1=CC=CC=C1 (4Z)-2-[[(2R)-2-hydroxy-2-phenyl-ethyl]amino]-4-[(3-methylbenzimidazol-5-yl)methylene]-1H-imidazol-5-one